1-((3R,5S)-3-(2-(6-aminopyrimidin-4-yl)-6-chloropyridin-4-yl)-5-(difluoromethyl)morpholino)prop-2-en-1-one NC1=CC(=NC=N1)C1=NC(=CC(=C1)[C@@H]1COC[C@H](N1C(C=C)=O)C(F)F)Cl